(4-fluorobicyclo[2.2.1]heptan-1-yl)methanamine FC12CCC(CC1)(C2)CN